NC1=CC=C(C=C1)CCCCCCCCCC1=CC=C(C=C1)N 1,9-bis(4-aminophenyl)nonane